FC=1C=C(C=CC1F)C(C#N)=C1CCN(CC1)C(=O)N1CC=2N(CC1)C=NC2 2-(3,4-Difluorophenyl)-2-(1-(5,6,7,8-tetrahydroimidazo[1,5-a]pyrazin-7-carbonyl)piperidin-4-yliden)acetonitril